C(C)(C)(C)OC(=O)N1C[C@H](CC1)[C@@H](C(=O)OC(C)(C)C)CC1=CC2=C(OCCO2)C(=C1)C=O (R)-3-((S)-1-(tert-butoxy)-3-(8-formyl-2,3-dihydrobenzo[b][1,4]dioxin-6-yl)-1-oxopropan-2-yl)pyrrolidine-1-carboxylic acid tert-butyl ester